(3S)-5-(2,6-difluorophenyl)-3-methyl-1,3,6,7,8,9-hexahydrobenzothiopheno[2,3-e][1,4]diazepin-2-one FC1=C(C(=CC=C1)F)C=1C2=C(NC([C@@H](N1)C)=O)SC1=C2CCCC1